C(CCC[Se][Se]CCCC(=O)[O-])(=O)[O-] 4,4'-diseleno-dibutyrate